trans-cinnamic acid (cinnamate) C(C=CC1=CC=CC=C1)(=O)O.C(\C=C\C1=CC=CC=C1)(=O)O